3-(9-((4-(aminomethyl)phenyl)carbamoyl)-4,5-dihydrobenzo[b]thieno[2,3-d]oxepin-8-yl)-6-((2,6-dimethylheptan-4-yl)carbamoyl)picolinic acid NCC1=CC=C(C=C1)NC(=O)C1=CC2=C(OCCC3=C2SC=C3)C=C1C=1C(=NC(=CC1)C(NC(CC(C)C)CC(C)C)=O)C(=O)O